phenyl-1,10-bisphenyl-phenanthroline-2,9-dicarboxylic acid C1(=CC=CC=C1)C1=C(N(C2=C3N(C(=CC=C3C=CC2=C1)C(=O)O)C1=CC=CC=C1)C1=CC=CC=C1)C(=O)O